Magnesium 2,6-Di-Tert-Butyl-4-Methylphenoxide C(C)(C)(C)C1=C([O-])C(=CC(=C1)C)C(C)(C)C.[Mg+2].C(C)(C)(C)C1=C([O-])C(=CC(=C1)C)C(C)(C)C